4-amino-2-((1-methylpiperidin-4-yl)amino)pyrido[2,3-d]pyrimidine-5-carbonitrile NC=1C2=C(N=C(N1)NC1CCN(CC1)C)N=CC=C2C#N